CCCCCCCCCCCCCC/C=C\OC[C@H](COP(=O)([O-])OCC[N+](C)(C)C)OC(=O)CCC/C=C\C/C=C\C/C=C\CCCCCCCC 1-(1Z-hexadecenyl)-2-(5Z,8Z,11Z-eicosatrienoyl)-sn-glycero-3-phosphocholine